2-(4,4-Dimethyl-1-piperidyl)-6-methyl-8-[1-[2-(2,2,2-trifluoro-1-hydroxy-ethyl)anilino]ethyl]chromen-4-one CC1(CCN(CC1)C=1OC2=C(C=C(C=C2C(C1)=O)C)C(C)NC1=C(C=CC=C1)C(C(F)(F)F)O)C